FC=1C=C(O[C@@H]2CN(CC2)C2=CC=NC(=C2C(=O)O)OC)C=C(C1)C(F)(F)F (S)-4-(3-(3-fluoro-5-(trifluoromethyl)phenoxy)pyrrolidin-1-yl)-2-methoxynicotinic acid